tert-butyl (3-cyano-4,5,6,7-tetrahydrobenzo[b]thiophen-2-yl)carbamate C(#N)C=1C2=C(SC1NC(OC(C)(C)C)=O)CCCC2